methyl-2,5-dimethylpiperazine-1-carboxylate COC(=O)N1C(CNC(C1)C)C